ClC=1C=C(C=CC1F)C(CC(=O)OC)=O methyl 3-(3-chloro-4-fluorophenyl)-3-oxopropionate